(2S)-4-methyl-2-[(quinoxalin-2-yl)formamido]pentanoic acid CC(C[C@@H](C(=O)O)NC(=O)C1=NC2=CC=CC=C2N=C1)C